C(C)(C)(C)OC(=O)N1CC2=C(CC1)N(C(=N2)C(NC=2C(=C(C=CC2)C2=C(C(=CC=C2)C=2OC1=C(N2)C=C(C=C1C#N)CO)C)C)=O)C 2-(3'-(7-cyano-5-(hydroxymethyl)benzo[d]oxazol-2-yl)-2,2'-dimethylbiphenyl-3-ylcarbamoyl)-1-methyl-6,7-dihydro-1H-imidazo[4,5-c]pyridine-5(4H)-carboxylic acid tert-butyl ester